2-[(4,4-Difluorocyclohexyl)carbonyl]Hydrazinecarboxylic acid tert-butyl ester C(C)(C)(C)OC(=O)NNC(=O)C1CCC(CC1)(F)F